FC1=CC=C(S1)C(=O)NCC1=CC=C(C=C1)S(F)(F)(F)(F)F 5-Fluoro-N-(4-(pentafluorosulfanyl)benzyl)thiophene-2-carboxamide